OC=1C=C(OC(C(=O)O)(C)C)C=CC1C(\C=C\C1=CC=C(C=C1)SC)=O 2-[3-Hydroxy-4-[(E)-3-(4-methylsulfanylphenyl)prop-2-enoyl]phenoxy]-2-methylpropanoic acid